[5-[1-[2-(aminomethyl)-3,3-difluoro-allyl]-5-oxo-1,2,4-triazol-4-yl]-3-methyl-2-pyridinyl]-1-methyl-3,4-dihydroquinolin-2-one trifluoroacetate FC(C(=O)O)(F)F.NCC(CN1N=CN(C1=O)C=1C=C(C(=NC1)C1C(N(C2=CC=CC=C2C1)C)=O)C)=C(F)F